OC=1C=C(C=CC1)N1C(C2=CC=C(C=C2C1=O)C(=O)O)=O 2-(3-hydroxyphenyl)-1,3-dioxoisoindoline-5-carboxylic acid